BrC=1C=C(C=CC1)C(O)C1=NN=CN1C (3-bromophenyl)(4-methyl-4H-1,2,4-triazol-3-yl)methanol